N-[(1R)-1-(3-chlorophenyl)-2-methanesulfonylethyl]-4-(3,6-difluoro-2-methylphenyl)-5-[4-(8-hydroxyoct-1-yn-1-yl)benzoyl]-1-methylpyrrole-3-carboxamide ClC=1C=C(C=CC1)[C@H](CS(=O)(=O)C)NC(=O)C1=CN(C(=C1C1=C(C(=CC=C1F)F)C)C(C1=CC=C(C=C1)C#CCCCCCCO)=O)C